Cl.C1(CCC1)O[C@H]1CNCCC1 |r| rac-3-(cyclobutyloxy)piperidine hydrochloride